tert-Butyl N-[(1R)-1-[3,6-dimethyl-2-(2-methylindazol-5-yl)-4-oxo-chromen-8-yl]ethyl]carbamate CC1=C(OC2=C(C=C(C=C2C1=O)C)[C@@H](C)NC(OC(C)(C)C)=O)C1=CC2=CN(N=C2C=C1)C